N1(N=CC=C1)C1=CC=C(C=C1)CO (4-(1H-pyrazol-1-yl)phenyl)methanol